tert-butyl ((1-(8-bromo-4-((4-(pyridin-2-yl)benzyl)amino)pyrazolo[1,5-a][1,3,5]triazin-2-yl)piperidin-4-yl)methyl)carbamate BrC=1C=NN2C1N=C(N=C2NCC2=CC=C(C=C2)C2=NC=CC=C2)N2CCC(CC2)CNC(OC(C)(C)C)=O